1-methyl-3-(trimethylstannyl)-1H-pyrazolo[4,3-b]pyridine CN1N=C(C2=NC=CC=C21)[Sn](C)(C)C